[Ge](=[Te])=[Se] germanium telluride selenide